FC1=CC(=C2C=NN(C2=C1)C1CNCCC1)C=1C=NN(C1)C1CCNCC1 3-(6-fluoro-4-(1-(piperidin-4-yl)-1H-pyrazol-4-yl)-1H-indazol-1-yl)piperidine